(3R)-3-amino-7-(5-tert-butyl-1,3,4-oxadiazol-2-yl)-1,1-dioxo-5-[[4-[5-(trifluoromethyl)tetrazol-2-yl]phenyl]methyl]-2,3-dihydro-1λ6,5-benzothiazepine-4-One N[C@H]1CS(C2=C(N(C1=O)CC1=CC=C(C=C1)N1N=C(N=N1)C(F)(F)F)C=C(C=C2)C=2OC(=NN2)C(C)(C)C)(=O)=O